O1CCC(CC1)NC(=O)C=1OC2=C3C(=CC=C2N1)NC(NC31CCCCC1)=O N-(oxan-4-yl)-7-oxo-7,8-dihydro-6H-spiro[[1,3]oxazolo[5,4-f]quinazoline-9,1'-cyclohexane]-2-carboxamide